6-(4-amino-2-methoxyphenyl)-7-bromo-5-(3-fluoro-4-((4-methylpyrimidin-2-yl)oxy)phenyl)-5H-pyrrolo[3,2-d]pyrimidin-4-amine NC1=CC(=C(C=C1)C1=C(C=2N=CN=C(C2N1C1=CC(=C(C=C1)OC1=NC=CC(=N1)C)F)N)Br)OC